COC1=C(C(=O)NC=2C=NC=C(C2)C(F)(F)F)C=CC=C1C1CN(CC1)C=1C=NC=NC1 methoxy-3-(1-(pyrimidin-5-yl)pyrrolidin-3-yl)-N-(5-(trifluoromethyl)pyridin-3-yl)benzamide